O1[C@H](CCC2=CC=CC=C12)CN[C@H](C)C1=CC=CC2=CC=CC=C12 (R)-N-((R)-chroman-2-ylmethyl)-1-(naphthalen-1-yl)ethanamine